ClC1=NC(=C(C(=N1)Cl)OCCNC(OC(C)(C)C)=O)Cl tert-butyl N-[2-(2,4,6-trichloropyrimidin-5-yl)oxyethyl]carbamate